tert-Butyl (S)-3-(4-(1-(2-(diisopropylcarbamoyl)-4-fluorophenyl)-1H-pyrrolo[2,3-c]pyridine-3-carbonyl)piperidine-1-carbonyl)-2-azabicyclo[2.2.2]octane-2-carboxylate C(C)(C)N(C(=O)C1=C(C=CC(=C1)F)N1C=C(C=2C1=CN=CC2)C(=O)C2CCN(CC2)C(=O)[C@H]2N(C1CCC2CC1)C(=O)OC(C)(C)C)C(C)C